Bisphenol fluoride [F-].C1(=CC=CC=C1)O.C1(=CC=CC=C1)O